N-(6-amino-5-iodopyridin-3-yl)-2-((2R,5S)-2-(benzo[d]thiazol-5-yl)-5-methylpiperidin-1-yl)-2-oxoacetamide NC1=C(C=C(C=N1)NC(C(=O)N1[C@H](CC[C@@H](C1)C)C=1C=CC2=C(N=CS2)C1)=O)I